ClC1=NC(=NC(=N1)Cl)NC1=CC=CC=C1 4,6-dichloro-N-phenyl-[1,3,5]triazin-2-amine